3-Bromo-1-tosyl-1H-pyrrolo[3,2-c]pyridine BrC1=CN(C2=C1C=NC=C2)S(=O)(=O)C2=CC=C(C)C=C2